eicosatrienoic acid-d5 C(C(=C(C(=C(C(=CCCCCCCCCCCCCC)[2H])[2H])[2H])[2H])[2H])(=O)O